N[C@H](C(=O)N[C@H]1CC[C@@]2([C@H]3CC[C@@]4([C@H](CC[C@@]4([C@@H]3CC[C@@H]2C1)O)C=1COC(C1)=O)C)C)CC(=O)N (S)-2-amino-N1-((3S,5R,8R,9S,10S,13R,14S,17R)-14-hydroxy-10,13-dimethyl-17-(5-oxo-2,5-dihydrofuran-3-yl)hexadecahydro-1H-cyclopenta[a]phenanthren-3-yl)succinamide